C(CCCCCCC)N(CCCCCCCC)CCCCCCCC trinormal octylamine